C1(CC1)C=1C2=C(C(NC1)=O)NC(=C2)CNC2(CCC2)CO 4-cyclopropyl-2-[[[1-(hydroxymethyl)cyclobutyl]amino]methyl]-1,6-dihydro-pyrrolo[2,3-c]pyridin-7-one